6-(4-bromo-1H-pyrazol-3-yl)-3-chloro-imidazo[1,2-a]pyridine BrC=1C(=NNC1)C=1C=CC=2N(C1)C(=CN2)Cl